5-(1-(2-cyclopropylpyrimidin-5-yl)-5-(3,5-dimethylisoxazol-4-yl)-1H-pyrrolo[2,3-b]pyridin-3-yl)-4,6-diethoxypicolinic acid C1(CC1)C1=NC=C(C=N1)N1C=C(C=2C1=NC=C(C2)C=2C(=NOC2C)C)C=2C(=CC(=NC2OCC)C(=O)O)OCC